(E)-2-(4-((4-butoxyphenyl)diazenyl)-5-methyl-1H-pyrazol-1-yl)ethane-1-sulfonic acid C(CCC)OC1=CC=C(C=C1)/N=N/C=1C=NN(C1C)CCS(=O)(=O)O